O1C(=COC=C1)C(=O)O [1,4]Dioxin-2-carboxylic acid